C(C)(=O)C1=NN2C(=NN(C(C2=C1)=O)CC(=O)NC1=NC=NC=C1)C(C)C 2-(2-acetyl-7-isopropyl-4-oxopyrazolo[1,5-d][1,2,4]triazin-5(4H)-yl)-N-(pyrimidin-4-yl)acetamide